F[C@H]1CC2(C(=NC3=CC(=CC=C3C2=O)C)N1C1=CN=C(S1)C)O (S)-Fluoro-3a-hydroxy-7-methyl-1-(2-methylthiazol-5-yl)-1,2,3,3a-tetrahydro-4H-pyrrolo[2,3-b]quinolin-4-one